ClC=1C=C2C=C(NC2=CC1OCC=1N=CSC1)CNC(=O)C1COC1 N-((5-chloro-6-(thiazol-4-ylmethoxy)-1H-indol-2-yl)methyl)oxetane-3-carboxamide